C(C)(C)(C)C=1C(=C(C(=O)N(C(C)C)CC)C=C(C1)F)OC1=C(N=CN=N1)N1CC2(CNC2)CC1 tert-butyl-2-((5-(2,6-diazaspiro[3.4]oct-6-yl)-1,2,4-triazin-6-yl)oxy)-N-ethyl-5-fluoro-N-isopropylbenzamide